[Si](C1=CC=CC=C1)(C1=CC=CC=C1)(C(C)(C)C)OCC[C@H](CCC)NC=1C2=C(N=C(N1)NC(=O)OC)C=NN2CC=2C(=CC(=C(C(=O)OC)C2)F)OC methyl (S)-5-((7-((1-((tert-butyldiphenylsilyl)oxy)hexan-3-yl)amino)-5-((methoxycarbonyl)amino)-1H-pyrazolo[4,3-d]pyrimidin-1-yl)methyl)-2-fluoro-4-methoxybenzoate